FC(F)(F)C=1N=C2N(C=CC=N2)C1 (trifluoromethyl)imidazo[1,2-a]pyrimidine